4'-(4,4,4-trifluorobutyl)-[1,1'-bicyclohexyl]-4-ol FC(CCCC1CCC(CC1)C1CCC(CC1)O)(F)F